C1(CC1)C[C@@H](C(=O)OC)NC(C[C@H]1N(C(CC1)=O)CC1=C(C(=CC(=C1)F)F)F)=O methyl (S)-3-cyclopropyl-2-(2-((S)-5-oxo-1-(2,3,5-trifluorobenzyl)pyrrolidin-2-yl)acetamido)propanoate